4-(cyclopropanecarbonylamino)-2-pyrrolidin-1-ylbenzoic acid C1(CC1)C(=O)NC1=CC(=C(C(=O)O)C=C1)N1CCCC1